2,6-dibutyl-p-cresol C(CCC)C1=CC(=CC(=C1O)CCCC)C